C1(=CC=CC=C1)C(CC)=O phenyl-propane-1-one